6-amino-N-(4-((3-((1S,4R,Z)-9-amino-4-((4-hydroxybenzyl)carbamoyl)-1-(isoindolin-2-yl)-2,11,16-trioxo-3,8,10,12,15-pentaazaoctadec-9-en-1-yl)phenyl)amino)-4-oxobutyl)hexanamide NCCCCCC(=O)NCCCC(=O)NC1=CC(=CC=C1)[C@@H](C(N[C@H](CCCN\C(=N/C(NCCNC(CC)=O)=O)\N)C(NCC1=CC=C(C=C1)O)=O)=O)N1CC2=CC=CC=C2C1